methyl 5-{[2-(1,3-dioxolan-2-yl)-3-[(4-methoxyphenyl)methoxy]phenyl]methoxy}-2-methylpyrazole-3-carboxylate O1C(OCC1)C1=C(C=CC=C1OCC1=CC=C(C=C1)OC)COC=1C=C(N(N1)C)C(=O)OC